N1(CCNCCC1)C1=NC=C(C(=N1)NC=1C=C2C=NNC2=CC1)C N-(2-(1,4-diazepan-1-yl)-5-methylpyrimidin-4-yl)-1H-indazol-5-amine